C(C)OCC1(CN(C1)CCC1=CC=C(C=C1)NC(C)=O)CCC1=CC=CC=C1 N-(4-(2-(3-(ethoxymethyl)-3-phenethylazetidin-1-yl)ethyl)phenyl)acetamide